F[P-](F)(F)(F)(F)F.C1(=CC=CC=C1)[NH+](C1=CC=C(C=C1)SC1=CC=CC=C1)C1=CC=CC=C1 diphenyl-[4-(phenylthio)phenyl]ammonium hexafluorophosphate